1-(1-(tetrahydro-2H-pyran-2-yl)-1H-pyrazol-4-yl)cyclobutan-1-ol O1C(CCCC1)N1N=CC(=C1)C1(CCC1)O